ClC=1C=C(C=CC1)C1OC1 3-chlorophenyl-oxirane